5-(4-fluorophenyl)-1,2-dimethyl-4-oxo-1,4-dihydropyridine-3-carboxylic acid FC1=CC=C(C=C1)C=1C(C(=C(N(C1)C)C)C(=O)O)=O